FC=1C=C(C=CC1C1=NOC(=N1)C(F)(F)F)COC=1C=NC=NC1 5-({3-fluoro-4-[5-(trifluoromethyl)-1,2,4-oxadiazol-3-yl]phenyl}methoxy)pyrimidine